C(C)C=1C(=C(C=CC1)CCC)CC Diethylpropylbenzene